2-((S)-4-bromo-5-chloro-6-fluoro-2-phenyl-2,3-dihydrobenzofuran-2-yl)-1-(tert-butylsulfonyl)azetidine BrC1=C(C(=CC2=C1C[C@](O2)(C2=CC=CC=C2)C2N(CC2)S(=O)(=O)C(C)(C)C)F)Cl